ClC1=CC=CC2=C1C=C(C(O2)=O)C(C(F)(F)F)=O 5-chloro-3-trifluoroacetyl-benzopyrone